3-(4-chloro-3-fluorophenyl)-N-(4-(2-methoxyethoxy)-5-(pyridazin-4-yl)-1H-pyrazol-3-yl)propanamide ClC1=C(C=C(C=C1)CCC(=O)NC1=NNC(=C1OCCOC)C1=CN=NC=C1)F